C=1(C(=CC=C2C=C3C=CC=CC3=CC12)CO)CO anthracenedimethanol